1-(2,3-dihydro-[1,4]dioxino[2,3-b]pyridin-6-yl)ethan-1-ol O1CCOC2=NC(=CC=C21)C(C)O